O1CCC(=CC1)C1=NN2C(N3C(=C(C2=O)N2CCNCC2)CCC3C(=O)NC3=CC=C(C=C3)C(F)(F)F)=N1 2-(3,6-dihydro-2H-pyran-4-yl)-5-oxo-6-(piperazin-1-yl)-N-(4-(trifluoromethyl)phenyl)-5,7,8,9-tetrahydropyrrolo[1,2-c][1,2,4]triazolo[1,5-a]pyrimidine-9-carboxamide